2-(6-oxo-5-(trifluoromethyl)-1,6-dihydropyridin-3-yl)4-(5-methylpyrimidin-2-yl)piperazine-1-carboxylic acid ethyl ester C(C)OC(=O)N1C(CN(CC1)C1=NC=C(C=N1)C)C1=CNC(C(=C1)C(F)(F)F)=O